C(C)(C)(C)OC(=O)N1[C@@H]([C@H](C1)C(=O)O)C(=O)OC (2S,3S)-1-(tert-butoxycarbonyl)-2-(methoxycarbonyl)azetidine-3-carboxylic acid